Cl[Si](O[Si](O[Si](O[Si](O[Si](Cl)(C)C)(C)C)(C)C)(C)C)(C)C 1,9-Dichlorodecamethylpentasiloxan